2H-Pyran-3,3,5,5(4H,6H)-tetramethanol O1CC(CC(C1)(CO)CO)(CO)CO